C(C1=CC=CC=C1)O[C@@H]1CC[C@H](CC1)C(=O)N(C1=CC(=CC=C1)C1=CN=C(S1)OC)C[C@@H]1CC[C@H](CC1)C1=CC(=C(C=C1)OC)C trans-4-(Benzyloxy)-N-((trans-4-(4-methoxy-3-methylphenyl)cyclohexyl)-methyl)-N-(3-(2-methoxythiazol-5-yl)phenyl)cyclohexane-carboxamide